2-cyanophenyl-boronic acid C(#N)C1=C(C=CC=C1)B(O)O